C(C1=CC=CC=C1)OC1C[C@H](N(CC12CCC2)S(=O)(=O)C2=C(C=CC=C2)[N+](=O)[O-])CO[Si](C)(C)C(C)(C)C (7S)-9-(benzyloxy)-7-(((tert-butyldimethylsilyl)oxy)methyl)-6-((2-nitrophenyl)sulfonyl)-6-azaspiro[3.5]nonane